N-(3,3-difluorocyclobutyl)-4-(4,4,5,5-tetramethyl-1,3,2-dioxaborolan-2-yl)benzamide FC1(CC(C1)NC(C1=CC=C(C=C1)B1OC(C(O1)(C)C)(C)C)=O)F